(6S,7S)-6-((2-fluoro-[1,1'-biphenyl]-3-yl)methyl)-N-(3-fluoropropyl)-7-(methyl-sulfonamido)-5-azaspiro[2.4]heptane-5-carboxamide FC1=C(C=CC=C1C[C@@H]1N(CC2(CC2)[C@@H]1NS(=O)(=O)C)C(=O)NCCCF)C1=CC=CC=C1